N-(2-(((Cyclobutyl)imino)methyl)benzyl)-N-(2-oxo-2-((2'-oxo-1,1',2',3-tetrahydrospiro[indene-2,3'-pyrrolo[2,3-b]pyridin]-5-yl)amino)ethyl)pivalamide C1(CCC1)N=CC1=C(CN(C(C(C)(C)C)=O)CC(NC=2C=C3CC4(C(NC5=NC=CC=C54)=O)CC3=CC2)=O)C=CC=C1